O=C1NCC2(CC2)CC1C(=O)N 6-oxo-5-azaspiro[2.5]octane-7-carboxamide